NC1=C(C=NN1CF)S(=O)(=O)NC=1C=CC(=C2C(=CNC12)C#N)C 5-Amino-N-(3-cyano-4-methyl-1H-indol-7-yl)-1-(fluoromethyl)pyrazol-4-sulfonamid